butyl 3-(6-(5-(2-(pyridin-3-ylamino)acetamido)pyrazolo[1,5-a]pyridin-3-yl)pyridin-2-yl)piperidine-1-carboxylate N1=CC(=CC=C1)NCC(=O)NC1=CC=2N(C=C1)N=CC2C2=CC=CC(=N2)C2CN(CCC2)C(=O)OCCCC